COC=1C=CC2=C(C3NC(N(C(O2)(C3)C)C=3C=C(C(=O)O)C=CC3)=O)C1 3-(8-methoxy-2-methyl-4-oxo-5,6-dihydro-2H-2,6-methanobenzo[g][1,3,5]oxadiazocin-3(4H)-yl)benzoic acid